ClC1=C(C=CC=C1)N1C(N=C(C2=CC=C(C=C12)C1CC1)NC1=CC(=NC=C1)C(F)(F)F)=O 1-(2-chlorophenyl)-7-cyclopropyl-4-((2-(trifluoromethyl)pyridin-4-yl)amino)-quinazolin-2(1H)-one